C(C)(C)N([C@@H](C)C(=O)[O-])[P@@](=O)(OC1=CC=CC=C1)OC[C@]1(O[C@H]([C@]([C@@H]1O)(C)F)N1C(N=C(C=C1)N)=O)F Isopropyl-((S)-(((2S,3S,4R,5R)-5-(4-amino-2-oxopyrimidin-1(2H)-yl)-2,4-difluoro-3-hydroxy-4-methyltetrahydrofuran-2-yl)methoxy)(phenoxy)phosphoryl)-L-alaninat